NC1CCN(CC1)C=1C(=CN=C2C=CC(=NC12)C1=C(C(=CC=C1)F)O)C1=CC(=CC(=C1)C)F 2-[8-(4-Aminopiperidin-1-yl)-7-(3-fluoro-5-methylphenyl)-1,5-naphthyridin-2-yl]-6-fluorophenol